FC(C1(CC1)N1C=C(C(=CC1=O)OS(=O)(=O)C(F)(F)F)C(=O)OC)F methyl 1-(1-(difluoromethyl)cyclopropyl)-6-oxo-4-(((trifluoromethyl) sulfonyl)oxy)-1,6-dihydropyridine-3-carboxylate